(S)-N-(2-(4-isopropyl-4,5-dihydrooxazole-2-yl)-6-methoxyphenyl)methanesulfonamide C(C)(C)[C@@H]1N=C(OC1)C1=C(C(=CC=C1)OC)NS(=O)(=O)C